N1(CCC1)CCNC(O[C@H]1[C@H](NC[C@@H]1O)CC1=CC=C(C=C1)OC)=O (2R,3S,4S)-4-hydroxy-2-[(4-methoxyphenyl)methyl]pyrrolidin-3-yl N-[2-(azetidin-1-yl)ethyl]carbamate